BrCCCCCCCCCCCCCCCCCCCC=C 21-bromohenicosene